rel-4-((2R*,3S*,4S*,5R*)-3-(2-(2-cyclopropyl-2-(hydroxyimino)ethoxy)-3,4-difluorophenyl)-4,5-dimethyl-5-(trifluoromethyl)tetrahydrofuran-2-carboxamido)picolinamide C1(CC1)C(COC1=C(C=CC(=C1F)F)[C@H]1[C@@H](O[C@]([C@H]1C)(C(F)(F)F)C)C(=O)NC1=CC(=NC=C1)C(=O)N)=NO |o1:14,15,17,18|